7-ethoxy-6-(1-ethoxyvinyl)-4-(1-ethyl-3-phenyl-1H-pyrazol-4-yl)quinazoline C(C)OC1=C(C=C2C(=NC=NC2=C1)C=1C(=NN(C1)CC)C1=CC=CC=C1)C(=C)OCC